(R)-6,6-dimethyl-N'-(((R)-2-methyl-1,2,3,5,6,7-hexahydro-s-indacen-4-yl)carbamoyl)-6,7-dihydro-5H-pyrazolo[5,1-b][1,3]oxazine-3-sulfonimidamide CC1(CN2C(OC1)=C(C=N2)[S@@](=O)(N)=NC(NC2=C1C[C@@H](CC1=CC=1CCCC21)C)=O)C